rac-(3aR,6S,6aR)-1-(7,8-dihydrofuro[3,2-e][1,3]benzothiazol-2-yl)-6-(dimethylamino)hexahydrocyclopenta[d]imidazol-2(1H)-one N1=C(SC2=C1C1=C(C=C2)OCC1)N1C(N[C@H]2[C@@H]1[C@H](CC2)N(C)C)=O |r|